C12CNCC(CC1)N2CC(C)(O)C 1-(3,8-diazabicyclo[3.2.1]octan-8-yl)-2-methyl-propan-2-ol